3-(1-(5-Chloro-1-((5-(trifluoromethyl)pyridin-2-yl)methyl)-1H-indole-7-carboxamido)cyclopropyl)bicyclo[1.1.1]pentane-1-carboxylic acid ClC=1C=C2C=CN(C2=C(C1)C(=O)NC1(CC1)C12CC(C1)(C2)C(=O)O)CC2=NC=C(C=C2)C(F)(F)F